difucosyl-N-acetyllactosamine C[C@H]1[C@H]([C@H]([C@@H](C(O1)[C@]2([C@H]([C@@H]([C@H](OC2(C3[C@H]([C@@H]([C@@H]([C@@H](O3)C)O)O)O)O)CO)O[C@H]4[C@@H]([C@H]([C@H]([C@H](O4)CO)O)O)O)O)NC(=O)C)O)O)O